C(C1=CC=CC=C1)SC1=NC=C(C(=C1)C(F)F)F 2-(benzylthio)-4-(difluoromethyl)-5-fluoropyridine